C(C)(=O)O[C@@H]1[C@H](O[C@H]([C@@H]([C@H]1OC(C)=O)NC(C)=O)NC(C[C@@H](C(NCCC)=O)NC(\C=C\CN(C)C)=O)=O)COC(C)=O (2R,3S,4R,5R,6R)-5-Acetamido-2-(acetoxymethyl)-6-((S)-3-((E)-4-(dimethylamino)but-2-enamido)-4-oxo-4-(propylamino)butanamido)tetrahydro-2H-pyran-3,4-diyl diacetate